C[C@@H](CC)NC(O[C@H]1C[C@H](CC1)C1=CC(=NN1)NC(CC1=C(C=CC=C1)S(NC)(=O)=O)=O)=O (1R,3S)-3-[3-({[2-(meth-ylsulfamoyl)phenyl]acetyl}amino)-1H-pyrazol-5-yl]cyclopentyl (2S)-butan-2-ylcarbamate